N-(3-(3-((4-methyl-4H-1,2,4-triazol-3-yl)methyl)oxetan-3-yl)phenyl)-7-((3-(trifluoromethyl)piperidin-1-yl)methyl)-1H-pyrrolo[3,2-b]pyridine-5-carboxamide CN1C(=NN=C1)CC1(COC1)C=1C=C(C=CC1)NC(=O)C1=CC(=C2C(=N1)C=CN2)CN2CC(CCC2)C(F)(F)F